1,4-dihydro-7h-[1,2,3]triazolo[4,5-d]pyrimidin-7-one N1N=NC=2NC=NC(C21)=O